P(=O)(O)(O)O.C(C1=CC=CC=C1)N1CCN(CC1)C(=O)C=1C(=NC=CC1)NCCC(C)C (4-benzylpiperazin-1-yl)-[2-(3-methylbutylamino)pyridin-3-yl]methanone phosphate